FC(C=1C=C(C=C(C1)C(F)(F)F)[B-](C1=CC(=CC(=C1)C(F)(F)F)C(F)(F)F)(C1=CC(=CC(=C1)C(F)(F)F)C(F)(F)F)C1=CC(=CC(=C1)C(F)(F)F)C(F)(F)F)(F)F.C(C)[NH+](CC)CC triethylammonium tetrakis(3,5-ditrifluoromethylphenyl)borate